(S)-(4-(5-methyl-7H-pyrrolo[2,3-d]pyrimidin-4-yl)-3,4-dihydro-2H-1,4-thiazin-6-yl)(3-(methylamino)piperidin-1-yl)methanone CC1=CNC=2N=CN=C(C21)N2CCSC(=C2)C(=O)N2C[C@H](CCC2)NC